N[C@H]1CCC[C@H](C(NC2=CC(=NN2C=2C=CN=C1C2)C(=O)OCC)=O)C ethyl (9R,13S)-13-amino-9-methyl-8-oxo-2,3,7,15-tetraazatricyclo[12.3.1.02,6]octadeca-1(18),3,5,14,16-pentaene-4-carboxylate